C(C)(C)(C)N1CC(CC1=O)C(=O)O 1-(tert-butyl)-5-oxopyrrolidine-3-carboxylic acid